1-(4-(morpholinomethyl)phenyl)-1,4-dihydrothiochromeno[4,3-c]pyrazole-3-carboxylic acid ethyl ester 5,5-dioxide C(C)OC(=O)C=1C2=C(N(N1)C1=CC=C(C=C1)CN1CCOCC1)C=1C=CC=CC1S(C2)(=O)=O